Cl.CC=1C(=C(C=C(C1)C(F)(F)F)O)C=1N=NC(=CC1)CNC1(COCC1)C 3-Methyl-2-(6-(((3-methyltetrahydrofuran-3-yl)amino)methyl)pyridazin-3-yl)-5-(trifluoromethyl)phenol hydrochloride